(E)-N-(3-(6-amino-5-(2-(N-methylbut-2-enoylamino)ethoxy)pyrimidin-4-yl)-5-fluoro-2-methylphenyl)-4-cyclopropyl-2-fluorobenzamide NC1=C(C(=NC=N1)C=1C(=C(C=C(C1)F)NC(C1=C(C=C(C=C1)C1CC1)F)=O)C)OCCNC(\C(=C\C)\C)=O